[C@@H]1([C@H](CCCC1)N)N (1r,2s)-1,2-cyclohexanediamine